P(=O)(O)(O)O.C(C)(C)(C)C1=C(C=CC(=C1)C(C)(C)C)O.C(C)(C)(C)C1=C(C=CC(=C1)C(C)(C)C)O.C(C)(C)(C)C1=C(C=CC(=C1)C(C)(C)C)O tri(2,4-di-tert-butylphenol) phosphate